tert-butyl 4-(3-fluoro-2-hydroxyphenyl)-10-(methoxymethyl)-1,5,6,8,12-pentazatricyclo[8.4.0.02,7]tetradeca-2(7),3,5-triene-12-carboxylate FC=1C(=C(C=CC1)C1=CC=2N3CCN(CC3(CNC2N=N1)COC)C(=O)OC(C)(C)C)O